C(=CCCCCCCCCCCCCCCCC)N1C(=C(C(C2=C(C=C(C=C12)OC1OCCCC1)OC1OCCCC1)=O)OC1OCCCC1)C1=CC(=C(C(=C1)OC1OCCCC1)OC1OCCCC1)OC1OCCCC1 N-octadecenyl-2-(3,4,5-tris-tetrahydropyranyloxyphenyl)-3,5,7-tris-tetrahydropyranyloxylquinolin-4-one